6-chloro-2-(3-(dimethylamino)azetidin-1-yl)-8-fluoroquinoline-3-carbonitrile ClC=1C=C2C=C(C(=NC2=C(C1)F)N1CC(C1)N(C)C)C#N